3-iodo-7-methoxyimidazo[1,2-a]pyridine IC1=CN=C2N1C=CC(=C2)OC